(4-bromophenyl)-2-methylpropanoic acid BrC1=CC=C(C=C1)C(C(=O)O)(C)C